FC=1C(=NC(=CC1)F)C1=NN(C=C1NC(=O)C=1N=C(SC1)C=1C=NN(C1)COC(=O)C1C(CCCC1)C(=O)O)C1CCC(CC1)OCC 2-(((4-(4-((3-(3,6-difluoropyridin-2-yl)-1-((1r,4r)-4-ethoxycyclohexyl)-1H-pyrazol-4-yl)carbamoyl)thiazol-2-yl)-1H-pyrazol-1-yl)methoxy)carbonyl)cyclohexane-1-carboxylic acid